FC1=C(C(=O)NC2=NC(=CC=C2)C(=O)C2CCN(CC2)C)C(=CC=C1)C(F)(F)F 2-Fluoro-N-[6-(1-methyl-piperidine-4-carbonyl)-pyridin-2-yl]-6-trifluoromethyl-benzamide